Cl.CN(CCCN=C=NCC)C N-(3-Dimethylaminopropyl)-N'-ethylcarbodiimid Hydrochlorid